ethylhexyl dimethoxybenzylidendioxoimidazolinepropionate COC(C(C(=O)OC(CCCCC)CC)=CC1=CC=CC=C1)(N1C=NC(C1=O)=O)OC